C(C)(C)(C)OC(=O)N[C@@H]1CN(CCC1)C=1SC=C(N1)C(=O)OCC ethyl (s)-2-(3-((tertbutoxy carbonyl)amino)piperidin-1-yl)thiazole-4-carboxylate